5-[4-(2-cyclobutylsulfanyl-3-pyridyl)phenyl]pentanoic acid C1(CCC1)SC1=NC=CC=C1C1=CC=C(C=C1)CCCCC(=O)O